ClC1=C2C(=NC=C1)NC(=C2)C2=CC=C(CN1CCOCC1)C=C2 4-(4-(4-chloro-1H-pyrrolo[2,3-b]pyridin-2-yl)benzyl)morpholine